C(C)N(C(=O)N[C@H](C(=O)O)CCN(CCCCC1=NC=2NCCCC2C=C1)CCOC1=NC=C(N=C1)C)CC (2S)-2-(diethylcarbamoylamino)-4-[2-(5-methylpyrazin-2-yl)oxyethyl-[4-(5,6,7,8-tetrahydro-1,8-naphthyridin-2-yl)butyl]amino]butanoic acid